N-(2H-1,3-BENZODIOXOL-5-YL)-5,7-DIMETHYLPYRAZOLO[1,5-a]PYRIMIDINE-3-CARBOXAMIDE O1COC2=C1C=CC(=C2)NC(=O)C=2C=NN1C2N=C(C=C1C)C